FC=1C=CC(=NC1)NC(CN1C=2N(C(C3=C1C(N(C3)C(C)C)=O)=O)N=C(C2)C(=O)O)=O 4-{2-[(5-Fluoropyridin-2-yl)amino]-2-oxoethyl}-5,8-dioxo-6-(propan-2-yl)-5,6,7,8-tetrahydro-4H-pyrazolo[1,5-a]pyrrolo[3,4-d]pyrimidine-2-carboxylic acid